BrC1=CC=C(C(=N1)OC(C(=O)OC)C(F)(F)F)[N+](=O)[O-] methyl 2-[(6-bromo-3-nitro-2-pyridyl)oxy]-3,3,3-trifluoro-propanoate